C(C)OC1=C(C(=O)NCC2=CC=C(C=C2)B(O)O)C=CC=C1 [4-[[(2-Ethoxybenzoyl)amino]methyl]phenyl]boronic acid